ClC=1C(=C2C=NNC2=C(C1F)C(C)NC(C(F)F)=O)C1=CC=2N(C=C1)N=C(C2)NC(=O)C2C(C2)F N-(5-(5-chloro-7-(1-(2,2-difluoroacetamido)ethyl)-6-fluoro-1H-indazol-4-yl)pyrazolo[1,5-a]pyridin-2-yl)-2-fluorocyclopropane-1-carboxamide